COC(C(C(C)(C)C)O)=O hydroxy-3,3-dimethylbutyric acid methyl ester